1-(2-(4-carboxy-2-((phenylmethyl)sulfonamido)phenoxy)ethyl)pyrrolidin-1-ium chloride [Cl-].C(=O)(O)C1=CC(=C(OCC[NH+]2CCCC2)C=C1)NS(=O)(=O)CC1=CC=CC=C1